N-(5-Bromo-4-fluoro-2-nitrophenyl)-N-methylmethanesulfonamide BrC=1C(=CC(=C(C1)N(S(=O)(=O)C)C)[N+](=O)[O-])F